N(=[N+]=[N-])[C@H](CCOC)[C@@H]1[C@H](C1)C(=O)OCC ethyl (1S,2S)-2-((R)-1-azido-3-methoxypropyl)cyclopropane-1-carboxylate